ClC=1C=C(C=C(C1)S(=O)(=O)C)NC(=O)C=1SC=C(C1)C1=NC=CC=C1OC1=NC=CC=N1 N-(3-chloro-5-(methylsulfonyl)phenyl)-4-(3-(pyrimidin-2-yloxy)pyridin-2-yl)thiophene-2-carboxamide